C(C)(C)(C)OC(=O)N1C(=CC=2C1=NC(=CC2B(O)O)C)C(=O)OC (1-(tert-butoxycarbonyl)-2-(methoxycarbonyl)-6-methyl-1H-pyrrolo[2,3-b]pyridin-4-yl)boronic acid